ClC=1C=CC2=C(C=C(O2)B(O)O)C1 (5-chlorobenzofuran-2-yl)boronic acid